C(CCC)N(CCCC)C(C(=O)N(C)C)C dibutylamino-N,N-dimethylpropionic acid amide